C1(=CC=CC=C1)C(N=S=O)(C1=CC=CC=C1)C1=CC=CC=C1 α,α-diphenyl-N-sulfinyl-Benzenemethanamine